tert-Butyl [4-[(1-nitro-5,6,7,8-tetrahydro-2-naphthyl)amino]phenyl]carbamate [N+](=O)([O-])C1=C(C=CC=2CCCCC12)NC1=CC=C(C=C1)NC(OC(C)(C)C)=O